3-bromo-2,6-difluoro-5-methylbenzoic acid BrC=1C(=C(C(=O)O)C(=C(C1)C)F)F